FC(C1=CC(=NN1)CC1CC2(CN(C2)C(=O)OC(C)(C)C)C1)(F)F tert-butyl 6-[[5-(trifluoromethyl)-1H-pyrazol-3-yl] methyl]-2-azaspiro[3.3]heptane-2-carboxylate